C(C)(C)(C)C1N(CCC12CCN(CC2)C2=NC=NC1=CC(=C(C=C21)OC)OC)C(=O)O[C@H]2CN(CC[C@@H]2N)C2=NN1C(S2)=NC=C1C1=C(C=C(C=C1)F)OC (3S,4S)-4-amino-1-(5-(4-fluoro-2-methoxyphenyl)imidazo[2,1-b][1,3,4]thiadiazol-2-yl)piperidin-3-ol tert-butyl-8-(6,7-dimethoxyquinazolin-4-yl)-2,8-diazaspiro[4.5]decane-2-carboxylate